FC=1C=C(OCC(=O)N2[C@@H]([C@H]3C([C@H]3C2)(C)C)C(=O)NN(C(OC(C)(C)C)=O)C[C@H]2C(NCC2)=O)C=C(C1)F tert-butyl N-[[(1R,2S,5S)-3-[2-(3,5-difluorophenoxy)acetyl]-6,6-dimethyl-3-azabicyclo[3.1.0]hexane-2-carbonyl]amino]-N-[[(3S)-2-oxopyrrolidin-3-yl]methyl]carbamate